CC1=CNC2=NC=CC(=C21)B(O)O (3-methyl-1H-pyrrolo[2,3-b]pyridin-4-yl)boronic acid